1-(2-phenylethyl)-1H-imidazole C1(=CC=CC=C1)CCN1C=NC=C1